(1R,3S,5R)-2-(2-(4-aminopyrrolo[2,1-f][1,2,4]triazin-7-yl)acetyl)-N-(6-bromo-3-methylpyridin-2-yl)-5-methyl-2-azabicyclo[3.1.0]hexane-3-carboxamide NC1=NC=NN2C1=CC=C2CC(=O)N2[C@@H]1C[C@@]1(C[C@H]2C(=O)NC2=NC(=CC=C2C)Br)C